8-fluoro-3-{[3-fluoro-2-(methylaminosulfonylamino)-4-pyridyl]methyl}-7-(1,3-oxazol-2-yloxy)-2H,3H-spiro[1,3-benzoxazine-4,1'-cyclobutan]-2-one FC1=C(C=CC2=C1OC(N(C21CCC1)CC1=C(C(=NC=C1)NS(=O)(=O)NC)F)=O)OC=1OC=CN1